2-(5-cyclopropyl-3-phenyl-4-(4-sulfamoylphenoxy)-1H-pyrazol-1-yl)thiazole-4-carboxylic acid C1(CC1)C1=C(C(=NN1C=1SC=C(N1)C(=O)O)C1=CC=CC=C1)OC1=CC=C(C=C1)S(N)(=O)=O